C1(CCCCC1)\N=C(\C1[C@H]2CN(C[C@@H]12)C(=O)OC(C)(C)C)/SC tert-butyl (1R,5S,6r)-6-[(Z)-(cyclohexylimino)(methylthio)methyl]-3-azabicyclo[3.1.0]hexane-3-carboxylate